2-cyclobutyl-5-(3-(trifluoromethoxy)pyridine-2-yl)-1H-imidazole-4-carboxylic acid C1(CCC1)C=1NC(=C(N1)C(=O)O)C1=NC=CC=C1OC(F)(F)F